1-[5-cyano-6-hydroxy-2-(trifluoromethyl)pyridine-3-carbonyl]-N,N-dimethyl-piperidine-4-sulfonamide C(#N)C=1C=C(C(=NC1O)C(F)(F)F)C(=O)N1CCC(CC1)S(=O)(=O)N(C)C